N[C@H]1CN(CC1)C1=C(C(=CC(=N1)N1CC=2C(=NC=CC2C1=O)C1=C(C=CC=C1OC)F)C)C1CCOCC1 2-(6-((R)-3-aminopyrrolidin-1-yl)-4-methyl-5-(tetrahydro-2H-pyran-4-yl)pyridin-2-yl)-4-(2-fluoro-6-methoxyphenyl)-2,3-dihydro-1H-pyrrolo[3,4-c]pyridin-1-one